O=C1NC(CCC1N1C(N(C2=C1C=CC=C2NCC2CC1(C2)CCN(CC1)C(=O)OC(C)(C)C)C)=O)=O tert-butyl 2-[[[1-(2,6-dioxo-3-piperidyl)-3-methyl-2-oxo-benzimidazol-4-yl]amino] methyl]-7-azaspiro[3.5]nonane-7-carboxylate